(4-([CYCLOHEPTYL(METHYL)AMINO]METHYL)PHENYL)BORANEDIOL C1(CCCCCC1)N(C)CC1=CC=C(C=C1)B(O)O